C(C1=CC=CC=C1)[N+](C)(C)C.C(CCCCCCCCCCC\C=C/CCCCCCCC)(=O)[O-] erucic acid benzyl-trimethyl-ammonium salt